6-cyano-2-(2,2-dimethoxyethylseleno)quinoline C(#N)C=1C=C2C=CC(=NC2=CC1)[Se]CC(OC)OC